(R)-N-(2-(4-cyanothiazolidin-3-yl)-2-oxoethyl)-6-(2,2-difluoromorpholino)quinoline-4-carboxamide C(#N)[C@H]1N(CSC1)C(CNC(=O)C1=CC=NC2=CC=C(C=C12)N1CC(OCC1)(F)F)=O